N4-[2-(4-{[(2R,6S)-2,6-dimethylmorpholin-4-yl]methyl}-4-methoxypiperidin-1-yl)-3-fluorophenyl]-N1,N1-dimethylbenzene-1,4-disulfonamide C[C@@H]1CN(C[C@@H](O1)C)CC1(CCN(CC1)C1=C(C=CC=C1F)NS(=O)(=O)C1=CC=C(C=C1)S(=O)(=O)N(C)C)OC